tert-Butyl N-[2-[(5-bromo-2-iodo-phenoxy)methyl]-5-oxo-pyrrolidin-3-yl]carbamate BrC=1C=CC(=C(OCC2NC(CC2NC(OC(C)(C)C)=O)=O)C1)I